4-(4-(Difluoromethyl)-8-fluoro-2-methylquinolin-6-yl)-5-fluoro-N-(5-(piperazin-1-yl)pyridin-2-yl)pyrimidin-2-amine hydrochloride Cl.FC(C1=CC(=NC2=C(C=C(C=C12)C1=NC(=NC=C1F)NC1=NC=C(C=C1)N1CCNCC1)F)C)F